(2S,4S)-1-(3-Cyano-6-methyl-4-(trifluoromethyl)pyridin-2-yl)-N-(3-fluoro-4-(trifluoro-methyl)-phenyl)-4-hydroxy-N-methyl-pyrrolidine-2-carboxamide C(#N)C=1C(=NC(=CC1C(F)(F)F)C)N1[C@@H](C[C@@H](C1)O)C(=O)N(C)C1=CC(=C(C=C1)C(F)(F)F)F